N'-dicarboxymethylethylenediamine C(=O)(O)C(NCCN)C(=O)O